C(C1=CC=CC=C1)O[C@H]1C[C@@H]([C@H]2OC(O[C@H]21)(C)C)C=C (3aS,4S,6R,6aR)-4-(benzyloxy)-6-ethenyl-2,2-dimethyl-hexahydrocyclopenta[d][1,3]dioxole